BrCC=1C=C(C=O)C=CC1 3-(bromomethyl)-benzaldehyde